FC1([C@H](C1)C(=O)NC1=NC=C2C=C(C=NC2=C1)C=1C=NC(=CC1C)[C@H](CC)O)F (1R)-2,2-difluoro-N-(3-{6-[(1S)-1-hydroxypropyl]-4-methylpyridin-3-yl}-1,6-naphthyridin-7-yl)cyclopropane-1-carboxamide